1-(2-(4-methoxynaphthalen-1-yl)ethyl)pyrrolidine fumarate C(\C=C\C(=O)O)(=O)O.COC1=CC=C(C2=CC=CC=C12)CCN1CCCC1